(S)-N-(4-((3-((1-ethoxypropan-2-yl)amino)-1H-pyrazolo[3,4-b]pyridin-4-yl)oxy)-3-fluorophenyl)-1-(4-fluorophenyl)-5-methyl-2-oxo-1,2-dihydropyridine-3-carboxamide C(C)OC[C@H](C)NC1=NNC2=NC=CC(=C21)OC2=C(C=C(C=C2)NC(=O)C=2C(N(C=C(C2)C)C2=CC=C(C=C2)F)=O)F